7-bromo-8-methoxypyrazolo[1,5-a]quinazolin-5(4H)-one BrC=1C=C2C(NC=3N(C2=CC1OC)N=CC3)=O